lithium butenoate C(C=CC)(=O)[O-].[Li+]